C(C=C)(=O)OCCCCCCCCCCCCCCCCCCCCCOC(C=C)=O 1,21-heneicosane-diol diacrylate